O=C(/C=C/C1=CC=C(C(=O)O)C=C1)C1=CC=CC=C1 4-[(E)-3-Oxo-3-phenylprop-1-enyl]benzoic acid